2-(4-(ethylsulfonyl)phenyl)-N-(6-(1-(pyridin-2-yl)cyclopropane-1-carbonyl)pyridin-3-yl)acetamide C(C)S(=O)(=O)C1=CC=C(C=C1)CC(=O)NC=1C=NC(=CC1)C(=O)C1(CC1)C1=NC=CC=C1